5-(((6-((1-methylpiperidin-4-yl)methoxy)pyridin-3-yl)methyl)amino)isoquinolin CN1CCC(CC1)COC1=CC=C(C=N1)CNC1=C2C=CN=CC2=CC=C1